tert-Butyl (4-(2-((1-(tetrahydro-2H-pyran-2-yl)-6-(4H-1,2,4-triazol-4-yl)-1H-indazol-4-yl)oxy)ethoxy)butyl)carbamate O1C(CCCC1)N1N=CC2=C(C=C(C=C12)N1C=NN=C1)OCCOCCCCNC(OC(C)(C)C)=O